CN(C(CN1C=NC(=C1)[Sn](CCCC)(CCCC)CCCC)=O)C N,N-dimethyl-2-(4-(tributylstannyl)-1H-imidazol-1-yl)acetamide